tert-butyl N-[4-(4-fluorophenyl)-2-[[4-[[1-(2-trimethylsilylethoxymethyl)imidazol-4-yl]sulfonimidoyl]benzoyl]amino]phenyl]carbamate FC1=CC=C(C=C1)C1=CC(=C(C=C1)NC(OC(C)(C)C)=O)NC(C1=CC=C(C=C1)S(=O)(=N)C=1N=CN(C1)COCC[Si](C)(C)C)=O